N[C@H]1CC[C@H](N(C1)C(=O)OCC1=CC=CC=C1)C (2R,5S)-benzyl 5-amino-2-methylpiperidine-1-carboxylate